OC1(C[C@H](N(CC1)C(=O)OC(C)(C)C)C)C#CCO tert-Butyl (2R)-4-hydroxy-4-(3-hydroxyprop-1-yn-1-yl)-2-methylpiperidine-1-carboxylate